ethyl (E)-2-((3,5-bis(trifluoromethyl) benzylidene) amino)-3-bromo-2-phenylpropionate FC(C=1C=C(\C=N\C(C(=O)OCC)(CBr)C2=CC=CC=C2)C=C(C1)C(F)(F)F)(F)F